1,6-O-dinonanoyl-sorbitol C(CCCCCCCC)(=O)C(O)[C@H](O)[C@@H](O)[C@H](O)[C@H](O)COC(CCCCCCCC)=O